(3S)-3-({N-[(4-methoxy-1H-indol-2-yl) carbonyl]-L-leucyl}amino)-2-oxo-4-[(3S)-2-oxopyrrolidin-3-yl]butyl pyridine-4-carboxylate N1=CC=C(C=C1)C(=O)OCC([C@H](C[C@H]1C(NCC1)=O)NC([C@@H](NC(=O)C=1NC2=CC=CC(=C2C1)OC)CC(C)C)=O)=O